trans-3-(6-methoxypyridin-3-yl)-5-methylpiperidine-1-carboxylic acid tert-butyl ester C(C)(C)(C)OC(=O)N1C[C@H](C[C@@H](C1)C)C=1C=NC(=CC1)OC